COC(=O)C1=CC=C2C(=N1)N(C(=N2)CC2=C(C=C(C(=C2)F)Br)F)CC2(CC2)CC#N 2-(4-bromo-2,5-difluorobenzyl)-3-((1-(cyanomethyl)cyclopropyl)methyl)-3H-imidazo[4,5-b]pyridine-5-carboxylic acid methyl ester